C12C3CCCC3C(C=C1)C2 Tricyclo[5.2.1.0(2,6)]dec-8-ene